BrC1=CC=2C(OCC3=CC(=NC=C3C3=CC=C(C(NS(C(=C1O)C2)(=O)=O)=C3)Cl)F)=O 13-bromo-19-chloro-5-fluoro-14-hydroxy-16,16-dioxo-9-oxa-16λ6-thia-4,17-diazatetracyclo[16.3.1.1(11,15).0(2,7)]tricosa-1(21),2,4,6,11(23),12,14,18(22),19-nonaen-10-one